COCC1(C=CC2=CC=CC(=C12)C1CCCCC1)COC 1,1-bis(methoxymethyl)-7-cyclohexylindene